CC1C(C=2C(=C(C(=NC2C=C1)C)C(=O)O)C)=O trimethyl-5-oxo-3-quinolinecarboxylic acid